ClC=1C=C(C=CC1)C(C(C(C)C)OC(=O)N[C@H](C(=O)N[C@H](C(=O)OC)C[C@H]1C(NCC1)=O)CC1=CC=CC=C1)(F)F Methyl (2S)-2-((2S)-2-((((1-(3-chlorophenyl)-1,1-difluoro-3-methylbutan-2-yl)oxy)carbonyl)amino)-3-phenylpropanamido)-3-((S)-2-oxopyrrolidin-3-yl)propanoate